methoxy-5,6-dimethyl-9-acridone COC1=CC=CC=2NC3=C(C(=CC=C3C(C12)=O)C)C